N-methyl-N-((cis)-3-((6-(1-methyl-1H-pyrazol-4-yl)pyrazolo[1,5-a]pyrazin-4-yl)oxy)cyclobutyl)acrylamide CN(C(C=C)=O)[C@@H]1C[C@@H](C1)OC=1C=2N(C=C(N1)C=1C=NN(C1)C)N=CC2